1-(4-(benzylamino)-8-chloro-5,6,7,8-tetrahydroquinazolin-2-yl)-2-methyl-indole-4-carbonitrile C(C1=CC=CC=C1)NC1=NC(=NC=2C(CCCC12)Cl)N1C(=CC=2C(=CC=CC12)C#N)C